CN1C(=CC2=C(C=CC(=C12)Cl)NC=1C=NC=C(C1)OC)C(=O)NS(=O)(=O)C1=CC=C(C=C1)OC 1-Methyl-4-((5-methoxypyridin-3-yl)amino)-7-chloro-N-(4-methoxybenzenesulfonyl)-indole-2-carboxamide